ClC=1C=C2C(=CC1)NC(C21CCN(CC1)CCOC=1C=NC(=NC1)[C@H](CO)O)=O 5-chloro-1'-[2-({2-[(1R)-1,2-dihydroxyethyl]pyrimidin-5-yl}oxy)ethyl]-1,2-dihydrospiro[indole-3,4'-piperidin]-2-one